amino-4-guanidinobutane sulfate salt S(=O)(=O)(O)O.NCCCCNC(=N)N